4'-bromo-2'-fluoro-[1,1'-biphenyl]-2-ol BrC1=CC(=C(C=C1)C=1C(=CC=CC1)O)F